2-(4-cyclopropyl-6-methoxypyrimidin-5-yl)-4-((6-(1-ethyl-4-(trifluoromethyl)-1H-imidazol-2-yl)pyridin-3-yl)methyl)-6,7-dihydropyrazolo[1,5-a]pyrimidin-5(4H)-one C1(CC1)C1=NC=NC(=C1C1=NN2C(N(C(CC2)=O)CC=2C=NC(=CC2)C=2N(C=C(N2)C(F)(F)F)CC)=C1)OC